CC(CNC(OCCOC=C(C(=O)[O-])C)=O)CC(CCNC(OCCOC=C(C(=O)[O-])C)=O)(C)C 7,9,9-trimethyl-4,13-dioxo-3,14-dioxa-5,12-diaza-hexadecane-1,16-dioxydimethacrylate